OC1CC(C1)(C1=CC(=CC=C1)[N+](=O)[O-])CC(=O)OCC ethyl 2-((1S,3S)-3-hydroxy-1-(3-nitrophenyl)cyclobutyl)-acetate